C(#N)C1=C(C=C(C=C1)NC([C@@](CN1N=CC(=C1)C(=O)N)(C)O)=O)C(F)(F)F (S)-1-(3-((4-cyano-3-(trifluoromethyl)phenyl)amino)-2-hydroxy-2-methyl-3-oxopropyl)-1H-pyrazole-4-carboxamide